(R)-1-(7-(4-Fluorobenzoyl)-8-methyl-3-(3-methyl-1,2,4-thiadiazol-5-yl)-5,6,7,8-Tetrahydroimidazo[1,5-a]pyrazin-1-yl)-1,5-dihydro-2H-pyrrol-2-one FC1=CC=C(C(=O)N2[C@@H](C=3N(CC2)C(=NC3N3C(C=CC3)=O)C3=NC(=NS3)C)C)C=C1